COC([C@@H](COC(C)(C)C)OS(=O)(=O)C(F)(F)F)=O (2R)-3-tert-butoxy-2-[(trifluoromethanesulfonyl)oxy]propanoic acid methyl ester